5-butyl-2-(2-chlorophenyl)-2,4-dihydro-3H-1,2,4-triazol-3-one C(CCC)C=1NC(N(N1)C1=C(C=CC=C1)Cl)=O